4-((5-(2-((6-aminopyridin-2-yl)methoxy)ethyl)-2-methoxy-3-(5-methylpyrimidin-2-yl)Phenyl)amino)-6-chloro-N-methylnicotinamide NC1=CC=CC(=N1)COCCC=1C=C(C(=C(C1)NC1=CC(=NC=C1C(=O)NC)Cl)OC)C1=NC=C(C=N1)C